C(C)(C)(C)OC(=O)N[C@H](C(=O)N1[C@@H](C[C@H](C1)O)C(=O)O)C(C)(C)C (2S,4R)-1-[(2S)-2-(tert-butoxycarbonylamino)-3,3-dimethyl-butanoyl]-4-hydroxy-pyrrolidine-2-carboxylic acid